3-fluoro-4-methylaminophenylboronic acid hydrochloride Cl.FC=1C=C(C=CC1NC)B(O)O